1-(5-(1-Hydroxy-3-(4-(2-methoxyphenyl)piperazin-1-yl)propyl)indolin-1-yl)ethan-1-one OC(CCN1CCN(CC1)C1=C(C=CC=C1)OC)C=1C=C2CCN(C2=CC1)C(C)=O